C(N)(=O)NCCC[C@@H](C(NC1=CC=C(C=C1)CCl)=O)NC(=O)[C@H](C(C)C)NC(CCCCCN1C(C=CC1=O)=O)=O N-[(1S)-1-[[(1S)-4-(carbamoylamino)-1-[[4-(chloromethyl)phenyl]-carbamoyl]butyl]carbamoyl]-2-methylpropyl]-6-(2,5-dioxopyrrol-1-yl)hexanamide